BrC1=CC=C(C(=C1CNC(OC(C)(C)C)=O)F)OC tert-butyl (6-bromo-2-fluoro-3-methoxybenzyl)carbamate